N-(4-acetylphenyl)-4-(5-methyl-2-{[4-(morpholin-4-yl)phenyl]amino}pyrimidin-4-yl)piperazine-1-carboxamide C(C)(=O)C1=CC=C(C=C1)NC(=O)N1CCN(CC1)C1=NC(=NC=C1C)NC1=CC=C(C=C1)N1CCOCC1